ClC1=CC=C2C=CN=C(C2=C1)NC=1C=CC(=NC1)C(=O)N[C@H]1CC2=CC=C(C=C2CC1)OC 5-[(7-chloro-1-isoquinolyl)amino]-N-[(2R)-6-methoxytetralin-2-yl]pyridine-2-carboxamide